C(C)N1N=NN(C1=O)CCN1C[C@H]([C@H](CC1)N(C(COC)=O)C1=C(C=CC=C1)F)C N-[(3R,4S)-1-[2-(4-Ethyl-5-oxotetrazol-1-yl)ethyl]-3-methylpiperidin-4-yl]-N-(2-fluorophenyl)-2-methoxyacetamide